3-(2-Boronoethyl)-2-hydroxy-6-{[1-(pyridine-3-carbonyl)azetidin-3-yl]oxy}benzoic acid B(O)(O)CCC=1C(=C(C(=O)O)C(=CC1)OC1CN(C1)C(=O)C=1C=NC=CC1)O